N-(3-(5-chloro-2-(difluoromethoxy)phenyl)-1H-pyrazol-4-yl)pyrazolo[1,5-a]pyrimidine-3-carboxamide ClC=1C=CC(=C(C1)C1=NNC=C1NC(=O)C=1C=NN2C1N=CC=C2)OC(F)F